1-(4-pyridyl)pyridinium chloride hydrochloride Cl.[Cl-].N1=CC=C(C=C1)[N+]1=CC=CC=C1